2,2,2-trifluoro-N-(2-methoxyethyl)-N-((4-methyl-3-oxoquinuclidin-2-yl)methyl)acetamide FC(C(=O)N(CC1N2CCC(C1=O)(CC2)C)CCOC)(F)F